C(CCC)N(CCCC)CC1=C(C=CC=C1)C N,N-dibutylaminomethylmethylbenzene